FC(C1(CN(C2=CC=CC=C12)C)O)(C1=C(C=C(C=C1)F)[N+](=O)[O-])F 3-(difluoro(4-fluoro-2-nitrophenyl)methyl)-3-hydroxy-1-methylindole